OC1=C(C=C2CN(C(C2=C1)=O)C1CCC(CC1)N1CCN(CC1)C(=O)OC(C)(C)C)[N+](=O)[O-] tert-butyl 4-((1r,4r)-4-(6-hydroxy-5-nitro-1-oxoisoindolin-2-yl)cyclohexyl)piperazine-1-carboxylate